C(C)(C)(C)OC(=O)N1CC(C1)C1(CN(CC1)C(=O)OCC1=CC=CC=C1)OC benzyl 3-(1-tert-butoxycarbonylazetidin-3-yl)-3-methoxy-pyrrolidine-1-carboxylate